4-ethyl-4-vinyl-phenol C(C)C1(CC=C(C=C1)O)C=C